1-(2-((4,5-dimethoxy-2-nitrobenzyl)oxy)-6-hydroxyphenyl)ethan-1-one COC1=CC(=C(COC2=C(C(=CC=C2)O)C(C)=O)C=C1OC)[N+](=O)[O-]